1-ethyl-3-methylimidazol-3-ium chloride [Cl-].C(C)N1C=[N+](C=C1)C